N1([C@H](CNCC1)C(=O)OC)C(=O)OC(C)(C)C O1-tert-butyl O2-methyl (2R)-piperazine-1,2-dicarboxylate